8-bromo-N-[4-(4-methylpiperazin-1-yl)phenyl]quinazolin-2-amine BrC=1C=CC=C2C=NC(=NC12)NC1=CC=C(C=C1)N1CCN(CC1)C